NC1=C(C=C(N=N1)C1=C(C=CC=C1)O)N1CC2CCC(C1)N2C2=CC(=NC=C2)C#CCN2CC(CCCC2)C 2-[6-amino-5-[8-[2-[3-(3-methylazepan-1-yl)prop-1-ynyl]-4-pyridinyl]-3,8-diazabicyclo[3.2.1]oct-3-yl]pyridazin-3-yl]phenol